BrC1=CN=C2CCCN(C2=C1)C(=O)OC1CCCCC1 cyclohexyl 7-bromo-3,4-dihydro-1,5-naphthyridine-1(2H)-carboxylate